C(C)(C)(C)OC(=O)N1CC([C@H](CC1)N1CCN(CC1)C1=NC=CC2=C1N(C(N2C2C(NC(CC2)=O)=O)=O)C)(F)F (4S)-4-[4-[1-(2,6-dioxo-3-piperidinyl)-3-methyl-2-oxo-imidazo[4,5-c]pyridin-4-yl]piperazin-1-yl]-3,3-difluoro-piperidine-1-carboxylic acid tert-butyl ester